5-fluoro-4-(3-quinolylamino)-2-{p-[(1r,3r)-3-morpholinocyclobutoxy]phenylamino}pyrimidine FC=1C(=NC(=NC1)NC1=CC=C(C=C1)OC1CC(C1)N1CCOCC1)NC=1C=NC2=CC=CC=C2C1